CC1=CC(=CC=C1)OC1=CC=C(C=C1)[N+](=O)[O-] 1-methyl-3-(4-nitrophenoxy)benzene